methyl 3-(3-fluorophenyl)-1-methyl-1H-pyrazolo[4,3-b]pyridine-6-carboxylate FC=1C=C(C=CC1)C1=NN(C=2C1=NC=C(C2)C(=O)OC)C